5-methyl-1,3,5-triazine-2-thione CN1C=NC(N=C1)=S